methyl (S)-2-((1S,3aR,6aS)-2-((S)-2-((tert-butoxycarbonyl)amino)hex-5-enoyl)octahydrocyclopenta[c]pyrrole-1-carboxamido)-3-((3S,4R)-2-oxo-4-vinylpiperidin-3-yl)propanoate C(C)(C)(C)OC(=O)N[C@H](C(=O)N1[C@@H]([C@@H]2[C@H](C1)CCC2)C(=O)N[C@H](C(=O)OC)C[C@@H]2C(NCC[C@@H]2C=C)=O)CCC=C